ClC1=C(C=CC(=C1)F)CC(C(=O)O)(F)F 2-chloro-α,α,4-trifluoro-phenylpropionic acid